CC1=C(C(=O)C=2C(=C(C=CC2)OP(O)(O)=O)C(C2=C(C=C(C=C2C)C)C)=O)C(=CC(=C1)C)C bis(2,4,6-trimethylbenzoyl)phenylphosphoric acid